Trans-2,4,5-trimethoxy-1-propenyl-benzene COC1=C(C=C(C(=C1)OC)OC)\C=C\C